2-(2-bromobenzyl)-N,4,6-trimethyl-N-(2-morpholinoethyl)aniline hydrogen sulfate S(=O)(=O)(O)O.BrC1=C(CC2=C(N(CCN3CCOCC3)C)C(=CC(=C2)C)C)C=CC=C1